naphthalene-2,7-dicarboxylic acid C1=C(C=CC2=CC=C(C=C12)C(=O)O)C(=O)O